FC(CN1C=NC(=C1C=1C=CC=2N(C1)C(=CN2)C(F)F)C2=CC=C(C=C2)F)F 6-(1-(2,2-difluoroethyl)-4-(4-fluoro-phenyl)-1H-imidazol-5-yl)-3-(difluoro-methyl)imidazo[1,2-a]pyridine